OC1=C(C(=CC2=C1C=CC(O2)(C)C)OC)C(C)=O 1-(5-hydroxy-7-methoxy-2,2-dimethyl-2H-benzopyran-6-yl)ethanone